Dichlorobis[di-t-butyl(p-dimethylaminophenyl)phosphino]palladium (II) Cl[Pd-2](P(C(C)(C)C)(C(C)(C)C)C1=CC=C(C=C1)N(C)C)(P(C1=CC=C(C=C1)N(C)C)(C(C)(C)C)C(C)(C)C)Cl